CN(C(OC1=CC2=C(C(N(C(O2)=O)CC2=C(C(=CC=C2)NC(=O)OC(C)(C)C)F)C)C=C1)=O)C 3-(3-((tert-butoxycarbonyl)amino)-2-fluorobenzyl)-4-methyl-2-oxo-3,4-dihydro-2H-benzo[e][1,3]oxazin-7-yl dimethylcarbamate